NC1(CCN(CC1)C1=NN2C(S1)=NC=C2C2=C(C=CC=C2)OCC(F)F)CO (4-amino-1-(5-(2-(2,2-difluoroethoxy)phenyl)imidazo[2,1-b][1,3,4]thiadiazol-2-yl)piperidin-4-yl)methanol